N-ethyl-3-(2-chloro-6-fluoro-4-trifluoromethyl-phenoxy)-5-methyl-1H-pyrazole-1-carboxamide C(C)NC(=O)N1N=C(C=C1C)OC1=C(C=C(C=C1F)C(F)(F)F)Cl